N1=C(OC2=NC=CC=C21)C2=CC=C(C=C2)NC(=O)C2CCS(CC2)(=O)=O N-(4-Oxazolo[5,4-b]pyridin-2-ylphenyl)-1,1-dioxothian-4-carboxamid